4-Cyanothiazole-5-carboxylic acid methyl ester COC(=O)C1=C(N=CS1)C#N